2-{2-[(3-Exo)-8-azabicyclo[3.2.1]oct-3-yl(methyl)amino]imidazo[2,1-b][1,3,4]thiadiazol-6-yl}-5-(1H-pyrazol-4-yl)phenol Hydrochlorid Cl.C12CC(CC(CC1)N2)N(C2=NN1C(S2)=NC(=C1)C1=C(C=C(C=C1)C=1C=NNC1)O)C